NS(=O)(=O)C1=NN=C(S1)CC(=O)N (5-aminosulfonyl-1,3,4-thiadiazol-2-yl)acetamide